CN(C)CC=1C=C(C=C(C1)OCCCCOCC(CCCCCCCCC(=O)[O-])CCCCCCCC(=O)[O-])OCCCCOCC(CCCCCCCCC(=O)[O-])CCCCCCCC(=O)[O-] ((((5-((dimethylamino)methyl)-1,3-phenylene)bis(oxy))bis(butane-4,1-diyl))bis(oxy))bis(propane-3,2,1-triyl)tetraoctanoate